N,N-Dimethyl-2-((4-(trifluoromethyl)phenyl)amino)acetamide CN(C(CNC1=CC=C(C=C1)C(F)(F)F)=O)C